1-(4-fluoro-2-methylphenyl)-3-(5-fluoro-6-methoxy-2-methylpyridin-3-yl)-6-(trifluoromethyl)-2,3-dihydroquinazolin-4(1H)-one FC1=CC(=C(C=C1)N1CN(C(C2=CC(=CC=C12)C(F)(F)F)=O)C=1C(=NC(=C(C1)F)OC)C)C